C1CCCC12OCC=C(C2)C2=C(C=O)C=CC=N2 2-(6-oxaspiro[4.5]dec-8-en-9-yl)nicotinaldehyde